C(C)(C)(C)OC(CCCC(=O)OC(C)(C)C)=O di-t-butylpentandioate